1-(3-cyanophenyl)-N-(4-((cyclopropylmethoxy)(phenyl)methyl)-2-fluorophenyl)-3-(trifluoromethyl)-1H-pyrazole-5-carboxamide C(#N)C=1C=C(C=CC1)N1N=C(C=C1C(=O)NC1=C(C=C(C=C1)C(C1=CC=CC=C1)OCC1CC1)F)C(F)(F)F